CSC1=NC=C(C(=N1)NC1CCC(CC1)NC(=O)OC(C)(C)C)C(CC(=O)OCC)=O ethyl 3-[2-(methylsulfanyl)-4-{[(1s,4s)-4-[(tert-butoxycarbonyl)amino]cyclohexyl]amino}pyrimidin-5-yl]-3-oxopropanoate